C1(=CC=CC=C1)C=1C2=CC=C(N2)C=C2C=CC(C(=C3C=CC(=C(C=4C=CC1N4)C4=CC=CC=C4)N3)C3=CC=CC=C3)=N2 5,10,15-triphenylporphyrin